C(C1=CC=CC=C1)OC(NCCC1=CC=CC=C1)=O phenethyl-carbamic acid benzyl ester